N-((3R,6S,8aS)-3-(((S)-1-cyano-2-((S)-2-oxopyrrolidin-3-yl)ethyl)carbamoyl)-5-oxohexahydro-2H-thiazolo[3,2-a]pyridin-6-yl)-5-methylisoxazole-3-carboxamide C(#N)[C@H](C[C@H]1C(NCC1)=O)NC(=O)[C@@H]1CS[C@@H]2N1C([C@H](CC2)NC(=O)C2=NOC(=C2)C)=O